N-(1-((1S,2R)-2-fluorocyclopropyl)-2-oxo-1,2-dihydropyridin-3-yl)-2-(1-(fluoromethyl)-2-oxabicyclo[2.1.1]hexan-4-yl)-6-isopropoxy-2H-indazole-5-carboxamide F[C@H]1[C@H](C1)N1C(C(=CC=C1)NC(=O)C1=CC2=CN(N=C2C=C1OC(C)C)C12COC(C1)(C2)CF)=O